5-{2-acetamidoimidazo[1,2-b]pyridazin-6-yl}-2-methoxy-N-{[2-(propane-2-yloxy)phenyl]methyl}pyridine-3-carboxamide C(C)(=O)NC=1N=C2N(N=C(C=C2)C=2C=C(C(=NC2)OC)C(=O)NCC2=C(C=CC=C2)OC(C)C)C1